C(C=C)(=O)OCCCCC amyl alcohol acrylate